(E)-2-(3-chlorostyryl)quinoline ClC=1C=C(/C=C/C2=NC3=CC=CC=C3C=C2)C=CC1